N1(CCC1)S(=O)(=O)C1=CC=C(S1)S(=O)(=O)Cl 5-(azetidin-1-ylsulfonyl)thiophene-2-sulfonyl chloride